NC1=NC=CC(=C1Cl)SC=1C(=NC(=CN1)Cl)N 3-((2-amino-3-chloropyridin-4-yl)thio)-6-chloropyrazin-2-amine